O[C@H](C)C1C2C(C=C(N2C1=O)C(=O)[O-])C 6-((R)-1-hydroxyethyl)-4-methyl-7-oxo-1-azabicyclo[3.2.0]hept-2-ene-2-carboxylate